ClC1=CC=C(C=C1)CN1C([C@H](CS(C2=C1C=C(C(=C2)F)C2=NC(=NO2)C2CC2)(=O)=O)NC(OC(C)(C)C)=O)=O tert-butyl N-[(3R)-5-[(4-chlorophenyl)methyl]-7-(3-cyclopropyl-1,2,4-oxadiazol-5-yl)-8-fluoro-1,1,4-trioxo-2,3-dihydro-1λ6,5-benzothiazepin-3-yl]carbamate